5-[(2-methanesulfonylphenyl)sulfonylamino]-1,3-thiazole-4-carboxylic acid CS(=O)(=O)C1=C(C=CC=C1)S(=O)(=O)NC1=C(N=CS1)C(=O)O